N-phenyldibenzo[b,d]furan-3-amine C1(=CC=CC=C1)NC=1C=CC2=C(OC3=C2C=CC=C3)C1